6-methyl-morpholine-4-carboxylic acid tert-butyl ester C(C)(C)(C)OC(=O)N1CCOC(C1)C